5-(pyridin-3-yl)furan-2-carboxylic acid ethyl ester C(C)OC(=O)C=1OC(=CC1)C=1C=NC=CC1